[4-(5-bromo-1,3-thiazol-2-yl)phenyl]methanol BrC1=CN=C(S1)C1=CC=C(C=C1)CO